B(O)(O)O.C1(CC1)C1=C(C=CC=C1)C1=CC=CC=C1 cyclopropyl-biphenyl-boric acid